(S)-tert-butyl ((4-(N-(5-chloro-4-(cyclopentylmethoxy)-2-fluorobenzoyl)sulfamoyl)morpholin-2-yl)methyl)carbamate ClC=1C(=CC(=C(C(=O)NS(=O)(=O)N2C[C@@H](OCC2)CNC(OC(C)(C)C)=O)C1)F)OCC1CCCC1